ClC1C(CCCC1)OC(=O)C1CC(=NO1)C=1N=C(SC1)C1CCN(CC1)C(CN1N=C(C=C1C(F)F)C(F)F)=O 2-Chlorocyclohexyl-3-[2-(1-{[3,5-bis(difluoromethyl)-1H-pyrazol-1-yl]acetyl}piperidin-4-yl)-1,3-thiazol-4-yl]-4,5-dihydro-1,2-oxazole-5-carboxylate